C1(CCC1)C1=C(C=CC=C1F)C=1C(=CC=CC1O[C@H]1C[C@@H](CC1)NC(=O)C1CNC(C1)(C)C)C(=O)O 2'-cyclobutyl-6-{[(1R,3R)-3-{[(3ξ)-5,5-dimethylpyrrolidine-3-carbonyl]amino}cyclopentyl]oxy}-3'-fluoro[1,1'-biphenyl]-2-carboxylic acid